methyl 3-(3,5-dichloro-4-(2-fluoro-4-hydroxy-3-isopropylbenzyl)phenyl)propanoate ClC=1C=C(C=C(C1CC1=C(C(=C(C=C1)O)C(C)C)F)Cl)CCC(=O)OC